1-[1-[4-[1-(tert-butylsulfinylamino)-2,2,2-trifluoro-ethyl]phenyl]pyrazol-3-yl]-3-[(4S)-8-chlorochroman-4-yl]urea C(C)(C)(C)S(=O)NC(C(F)(F)F)C1=CC=C(C=C1)N1N=C(C=C1)NC(=O)N[C@H]1CCOC2=C(C=CC=C12)Cl